C1(CCCC1)SC1=NC=CC=C1C=1C=C2CCN(C2=CC1)CCCC(=O)O 4-[5-(2-cyclopentylsulfanyl-3-pyridinyl)indolin-1-yl]butanoic acid